ClC1=CC=C(C=C1)C=1C(NC2=CC=CC=C2C1)=O (4'-chlorophenyl)-2-quinolinone